C(CCCCCCCCCCC)OC1=C(C(=NC=C1)C(=O)[O-])C(=O)[O-] 4-(Dodecyloxy)pyridinedicarboxylate